bromopyrazolo[5,1-b]thiazole-7-carboxylic acid BrC1=CN2C(S1)=C(C=N2)C(=O)O